CC(CNCC(C)(C)C)(C)N1C=NC(=C1)NC(CCCC)=O N-(1-(2-methyl-1-(neopentylamino)propan-2-yl)-1H-imidazol-4-yl)pentanamide